FC1(CCC(CC1)N(C(OC(C)(C)C)=O)CC[C@@H](C)O)F tert-butyl (R)-(4,4-difluorocyclohexyl)(3-hydroxybutyl)carbamate